CN(S(=O)(=O)C)C1=C2N=CC=NC2=CC=C1[N+](=O)[O-] N-methyl-N-(6-nitroquinoxaline-5-yl)methanesulfonamide